9,9',9'',9'''-(4-(1-phenyl-1H-benzo[d]imidazol-2-yl)-6-(pyridin-3-yl)benzene-1,2,3,5-tetrayl)tetrakis(3,6-dimethyl-9H-carbazole) C1(=CC=CC=C1)N1C(=NC2=C1C=CC=C2)C2=C(C(=C(C(=C2N2C1=CC=C(C=C1C=1C=C(C=CC21)C)C)C=2C=NC=CC2)N2C1=CC=C(C=C1C=1C=C(C=CC21)C)C)N2C1=CC=C(C=C1C=1C=C(C=CC21)C)C)N2C1=CC=C(C=C1C=1C=C(C=CC21)C)C